C1(CCC1)NCCC(=O)N1CCC(CC1)C=1C=C2C(=C(NC2=CC1)C=1C(=C(C=2N(C1)N=CN2)C)C)C(C)C 3-(cyclobutylamino)-1-(4-(2-(7,8-dimethyl-[1,2,4]triazolo[1,5-a]pyridin-6-yl)-3-isopropyl-1H-indol-5-yl)piperidin-1-yl)propan-1-one